((2S,4R,5R)-4-acetoxy-5-(2-amino-7-((1-methyl-1H-pyrazol-3-yl)methyl)-8-oxo-7,8-dihydro-9H-purin-9-yl)tetrahydrofuran-2-yl)methylacetat C(C)(=O)O[C@@H]1C[C@H](O[C@H]1N1C2=NC(=NC=C2N(C1=O)CC1=NN(C=C1)C)N)COC(C)=O